C(CC(C)C)OC(C(F)F)(F)F 1,1,2,2-tetrafluoroethyl isopentyl ether